(2S,4r)-1-[(2S)-2-(4-cyclopropyl-triazol-1-yl)-3,3-dimethyl-butyryl]-4-hydroxy-N-[(4-hydroxy-1-methyl-pyrrolidin-2-yl)methyl]pyrrolidine-2-carboxamide C1(CC1)C=1N=NN(C1)[C@H](C(=O)N1[C@@H](C[C@H](C1)O)C(=O)NCC1N(CC(C1)O)C)C(C)(C)C